[Si](C)(C)(C(C)(C)C)OC1CN(C1)C=1C(=NC(=NC1)C(C)C)N {3-[(tert-butyldimethylsilyl)oxy]azetidin-1-yl}-2-isopropylpyrimidin-4-amine